4-methyl-2-(3-methylbenzyl)phenol CC1=CC(=C(C=C1)O)CC1=CC(=CC=C1)C